Propionic acid 7-[4-(4-benzo[b]thiophen-4-ylpiperazin-1-yl)butoxy]-4,4-dimethyl-2-oxo-3,4-dihydro-2H-quinolin-1-ylmethyl ester S1C2=C(C=C1)C(=CC=C2)N2CCN(CC2)CCCCOC2=CC=C1C(CC(N(C1=C2)COC(CC)=O)=O)(C)C